N,N,N',N'-Tetraethyl-10H-phenothiazine-3,7-diamine C(C)N(C=1C=CC=2NC3=CC=C(C=C3SC2C1)N(CC)CC)CC